chlorobutyl phosphonoamidate P(OCCCCCl)(=O)N